FC1=CC=C(C=C1)C1=C(C=C2C(=NC(N3C2=C1SC[C@H](C3)OC)=O)N3C[C@H](N(C[C@@H]3C)C(=O)OC(C)(C)C)C)C(F)(F)F tert-butyl (2R,5S)-4-((S)-11-(4-fluorophenyl)-3-methoxy-6-oxo-10-(trifluoromethyl)-3,4-dihydro-2H,6H-[1,4]thiazepino[2,3,4-ij]quinazolin-8-yl)-2,5-dimethylpiperazine-1-carboxylate